P(=O)(O)(O)N[C@@H](CC(=O)[O-])C(=O)[O-] N-phosphono-L-aspartate